OC=1C(NN=C(C1)CCC1=CC(=CC=C1)C(F)(F)F)=O 4-hydroxy-6-{2-[3-(trifluoromethyl)phenyl]ethyl}pyridazine-3(2H)-one